4-ethyl-6-[4-[4-[(3S)-1-(3-fluoropropyl)pyrrolidin-3-yl]oxyphenyl]-7-hydroxy-2H-thiochromen-3-yl]-1,4-benzoxazin-3-one C(C)N1C(COC2=C1C=C(C=C2)C=2CSC1=CC(=CC=C1C2C2=CC=C(C=C2)O[C@@H]2CN(CC2)CCCF)O)=O